(4E,6E,12E)-tetradecatriene-8,10-diyne C=C\C=C\C=C\CC#CC#CCCC